N-(5-Cyclopentyl-1H-pyrazol-3-yl)-2-[(2R)-2-(methylaminomethyl)morpholin-4-yl]pyrimidin-4-amine C1(CCCC1)C1=CC(=NN1)NC1=NC(=NC=C1)N1C[C@H](OCC1)CNC